COC1=CC(=C(C=C1)N)N 4-methoxy-1,2-diaminobenzene